[C@@H]12[C@@H](C[C@H](CC1)C2)NC2=C(C=C(C=C2)C2=NNC(OC2)=O)C(F)(F)F 5-[4-{[(1R,2R,4R)-bicyclo[2.2.1]hept-2-yl]amino}-3-(trifluoromethyl)phenyl]-3,6-dihydro-2H-1,3,4-oxadiazin-2-one